(-)-5-((cyclopropylmethylamino)(phenyl)methyl)-2-fluoroaniline C1(CC1)CNC(C=1C=CC(=C(N)C1)F)C1=CC=CC=C1